1-(4-Butoxypiperidin-1-yl)-2-(2-phenyl-1,3-thiazol-4-yl)ethan-1-one tert-butyl-glycinate hydrochloride salt Cl.C(C)(C)(C)NCC(=O)O.C(CCC)OC1CCN(CC1)C(CC=1N=C(SC1)C1=CC=CC=C1)=O